1-amino-6-chloro-5-(2,6-difluorophenyl)-3-methyl-7-(trifluoromethyl)-3H-1,4-benzodiazepine-2-One NN1C(C(N=C(C2=C1C=CC(=C2Cl)C(F)(F)F)C2=C(C=CC=C2F)F)C)=O